2-[(3-morpholinosulfonyl-6-pyrimidin-5-yl-4-quinolyl)amino]benzoic acid O1CCN(CC1)S(=O)(=O)C=1C=NC2=CC=C(C=C2C1NC1=C(C(=O)O)C=CC=C1)C=1C=NC=NC1